3-methoxy-N-(4-methoxyphenyl)-N-methyl-4-trifluoromethyl-1H-pyrazol-5-amine COC1=NNC(=C1C(F)(F)F)N(C)C1=CC=C(C=C1)OC